CC=1C(C2=CC=CC=C2C(C1CC=C(CCCC(CCCC(CCCC(C)C)C)C)C)=O)=O 2-methyl-3-(3,7,11,15-tetramethyl-2-hexadecen-1-yl)-1,4-naphthoquinone